boric acid triisopropyl ester C(C)(C)OB(OC(C)C)OC(C)C